BrC=1C(=C2CC[C@@](C2=CC1)(NC1=NC=C(C=C1OC(F)F)C(F)(F)F)CO)F (S)-(5-bromo-1-((3-(difluoromethoxy)-5-(trifluoromethyl)pyridin-2-yl)amino)-4-fluoro-2,3-dihydro-1H-inden-1-yl)methanol